BrC=1C=C(C=CC1C)CS(=O)(=O)CC1=CC(=C(C=C1)C)Br 3-bromo-4-methylphenyl-methylsulfone